C[SiH](CCCCCCCCCCCCCC[SiH](C)C)C 1,1,16,16-tetramethyl-1,16-disilahexadecane